CC1(C2CN(CC12)[C@H](C(=O)N[C@@H](C(=O)NCC1=CC=C(C=C1)O)CCCNC(=N)N)C1=CC=CC=C1)C (2R)-2-((2S)-2-(6,6-dimethyl-3-azabicyclo[3.1.0]hexan-3-yl)-2-phenylacetamido)-5-guanidino-N-(4-hydroxybenzyl)pentanamide